C(C(C)C)C=1C=NN2C1N(C(C1=C2CNC(C1)C)=O)C1=NN(C(=C1)C(=O)NC)C 3-(3-isobutyl-7-methyl-5-oxo-6,7,8,9-tetrahydropyrazolo[1,5-a]pyrido[4,3-e]pyrimidin-4(5H)-yl)-N,1-dimethyl-1H-pyrazole-5-carboxamide